CC=1OC2=C(N1)C=C(C(=C2)NC(=O)N2CCC=1C2=NC=CC1N1CCNCC1)C N-(2,5-dimethylbenzo[d]oxazol-6-yl)-4-(piperazin-1-yl)-2,3-dihydro-1H-pyrrolo[2,3-b]pyridine-1-carboxamide